CC1=C(OC2=C1C=C(C=C2)S(NC2=CC(=CC=C2)OC2=CC=CC=C2)(=O)=O)C(=O)O 3-methyl-5-(N-(3-phenoxyphenyl)sulfamoyl)benzofuran-2-carboxylic acid